(R)-1-(3-((5-(4-fluorobenzoyl)-2-((4-(4-methylpiperazine-1-yl)phenyl)amino)-7H-pyrrolo[2,3-d]pyrimidin-4-yl)amino)piperidin-1-yl)prop-2-en-1-one FC1=CC=C(C(=O)C2=CNC=3N=C(N=C(C32)N[C@H]3CN(CCC3)C(C=C)=O)NC3=CC=C(C=C3)N3CCN(CC3)C)C=C1